2-chloro-6-(cyclopropyloxy)pyrazine ClC1=NC(=CN=C1)OC1CC1